(+)-2-(4-fluorophenyl)-N-{4-[5-methyl-4-oxo-3-phenyl-7-(2,2,2-trifluoroethyl)-4,5-dihydro-1H-pyrrolo[3,2-c]pyridin-2-yl]pyridin-2-yl}propanamide FC1=CC=C(C=C1)C(C(=O)NC1=NC=CC(=C1)C1=C(C=2C(N(C=C(C2N1)CC(F)(F)F)C)=O)C1=CC=CC=C1)C